6-azido-2-(1-fluorocyclopropyl)-4-methyl-7,8-dihydro-6H-pyrazolo[1,5-a][1,3]diazepin-5-one N(=[N+]=[N-])C1C(N(C=2N(CC1)N=C(C2)C2(CC2)F)C)=O